(R)-5-chloro-2-(4-methyl-7-(1-methylpiperidin-3-yl)-7H-imidazo[4,5-c]pyridazin-3-yl)phenol ClC=1C=CC(=C(C1)O)C1=C(C2=C(N=N1)N(C=N2)[C@H]2CN(CCC2)C)C